FC1=CC(=C2C=C(N(C2=C1)CCNC1=NC=NC(=C1)C1=CC=C(C=C1)C1=NNC(=C1)C)C)OC [2-(6-Fluoro-4-methoxy-2-methyl-indol-1-yl)-ethyl]-{6-[4-(5-methyl-1H-pyrazol-3-yl)-phenyl]-pyrimidin-4-yl}-amine